(1aR,5aR)-2-Pyridin-2-yl-1a,2,5,5a-tetrahydro-1H-2,3-diaza-cyclopropa[a]pentalene-4-carboxylic acid (1-phenyl-cyclopropyl)-amide C1(=CC=CC=C1)C1(CC1)NC(=O)C=1C=2C[C@@H]3[C@H](C2N(N1)C1=NC=CC=C1)C3